O=C(CN1C(C2=CC=CC=C2C1=O)=O)C=1SC=CC1 2-(2-oxo-2-(thiophen-2-yl)ethyl)isoindoline-1,3-dione